n-Butyl chloroformate ClC(=O)OCCCC